CC(C#CC=O)=C 4-methylpent-4-en-2-yn-1-one